3-(6,6-dimethyl-bicyclo[3.1.1]hept-2-en-2-yl)propanal CC1(C2CC=C(C1C2)CCC=O)C